FC(C(OC(C(F)(F)F)(F)F)(F)F)(S(=O)(=O)O)F perfluoro(2-ethoxyethanesulfonic acid)